1-ethyl-3,3-dimethyl-3H-indol-1-ium C(C)[N+]1=CC(C2=CC=CC=C12)(C)C